2-bromo-5-chlorobenzoic acid BrC1=C(C(=O)O)C=C(C=C1)Cl